[Cl-].[Cr+3].[Cl-].[Cl-] chromium chloride salt